1-(3-amino-4-(2-bromo-4-chlorophenoxy)phenyl)ethanone NC=1C=C(C=CC1OC1=C(C=C(C=C1)Cl)Br)C(C)=O